[Si](C1=CC=CC=C1)(C1=CC=CC=C1)(C(C)(C)C)OC1CN(C1)C1=CC=C2C(=N1)C(=C(N2)C=2C(=C(C=1N(C2)N=CN1)C)C)C(C)C 6-(5-(3-((tert-butyldiphenylsilyl)oxy)azetidin-1-yl)-3-isopropyl-1H-pyrrolo[3,2-b]pyridin-2-yl)-7,8-dimethyl-[1,2,4]triazolo[1,5-a]pyridine